[2-(2,6-dioxopiperidin-3-yl)-3-oxo-4-[(3S)-oxolan-3-yloxy]-2,3-dihydro-1H-isoindol-5-yl]methyl N-[4-(3,4-difluorophenoxy)phenyl]carbamate FC=1C=C(OC2=CC=C(C=C2)NC(OCC=2C(=C3C(N(CC3=CC2)C2C(NC(CC2)=O)=O)=O)O[C@@H]2COCC2)=O)C=CC1F